C([2H])([2H])([2H])SC1=CC=CN=N1 6-[(2H3)methylsulfanyl]pyridazin